[7-[(3aR,4R,6aR)-4-cyano-6-(hydroxymethyl)-2,2-dimethyl-6,6a-dihydro-3aH-furo[3,4-d][1,3]dioxol-4-yl]pyrrolo[2,1-f][1,2,4]triazin-4-yl]-N,N-dimethyl-formamidine C(#N)[C@]1(OC([C@H]2OC(O[C@H]21)(C)C)CO)C2=CC=C1C(=NC=NN12)C(=N)N(C)C